4-(3,5-dimethoxy-4-methyl-phenyl)butanamide tert-butyl-N-[(1S)-5-[2-(2-aminopyridin-3-yl)-5-bromoimidazo[4,5-b]pyridin-3-yl]-2,3-dihydro-1H-inden-1-yl]carbamate C(C)(C)(C)OC(N[C@H]1CCC2=CC(=CC=C12)N1C(=NC=2C1=NC(=CC2)Br)C=2C(=NC=CC2)N)=O.COC=2C=C(C=C(C2C)OC)CCCC(=O)N